(2S)-2-[(3R)-1-tert-Butoxycarbonylpyrrolidin-3-yl]-3-[3-[3-[3-[(2S)-2-[(3R)-1-tert-butoxycarbonylpyrrolidin-3-yl]-2-carboxy-ethyl]phenyl]-2-oxo-imidazolidin-1-yl]phenyl]propanoic acid C(C)(C)(C)OC(=O)N1C[C@H](CC1)[C@@H](C(=O)O)CC1=CC(=CC=C1)N1C(N(CC1)C1=CC(=CC=C1)C[C@H](C(=O)O)[C@@H]1CN(CC1)C(=O)OC(C)(C)C)=O